N-[(5-bromo-6-methoxy-1,3-benzothiazol-2-yl)methyl]carbamic acid tert-butyl ester C(C)(C)(C)OC(NCC=1SC2=C(N1)C=C(C(=C2)OC)Br)=O